1-(3-chloro-4-((5-chloropyrazin-2-yl)thio)pyridin-2-yl)-1H-pyrrole-3-carboxamide ClC=1C(=NC=CC1SC1=NC=C(N=C1)Cl)N1C=C(C=C1)C(=O)N